COC1=CC=C(CNCCCC2CN(CCC2)C(=O)OC(C)(C)C)C=C1 tert-butyl 3-(3-((4-methoxybenzyl)amino)propyl)piperidine-1-carboxylate